N-nitrosomorpholine N(=O)N1CCOCC1